1-(2-((3-chloro-1-(2,6-difluorophenyl)-1,2-dihydro-6-methyl-2-oxopyridin-4-yloxy)methyl)-5-fluorobenzyl)-3-cyclopropylurea ClC=1C(N(C(=CC1OCC1=C(CNC(=O)NC2CC2)C=C(C=C1)F)C)C1=C(C=CC=C1F)F)=O